(rac)-1-[3-(methanesulfonyl)phenyl]ethan-1-ol CS(=O)(=O)C=1C=C(C=CC1)[C@@H](C)O |r|